((2-(((3S,6S,9aS)-3-(3-(4-ethylpyridin-3-yl)azetidine-1-carbonyl)-5-oxooctahydro-1H-pyrrolo[1,2-a]azepin-6-yl)carbamoyl)benzo[b]thiophen-5-yl)methyl)phosphonic acid C(C)C1=C(C=NC=C1)C1CN(C1)C(=O)[C@@H]1CC[C@H]2N1C([C@H](CCC2)NC(=O)C2=CC1=C(S2)C=CC(=C1)CP(O)(O)=O)=O